C1(=CC=CC=C1)C1=NNC(=C1)C(=O)N1C2C(CC1)CN(C2)C#N 1-(3-phenyl-1H-pyrazole-5-carbonyl)hexahydropyrrolo[3,4-b]pyrrole-5(1H)-carbonitrile